COCS(=O)(=O)C1=CC=C(C=C1)CS(=O)(=O)NC1=C(C=CC=C1)N1CCC(CC1)(C)COC 1-(4-methoxymethylsulfonylphenyl)-N-{2-[4-(methoxymethyl)-4-methylpiperidin-1-yl]phenyl}methanesulfonamide